rel-(S)-2-allyl-6-((4-fluorophenyl)amino)-1-(6-((1-methylazepan-4-yl)oxy)pyridin-2-yl)-1,2-dihydro-3H-pyrazolo[3,4-d]pyrimidin-3-one C(C=C)N1N(C2=NC(=NC=C2C1=O)NC1=CC=C(C=C1)F)C1=NC(=CC=C1)O[C@@H]1CCN(CCC1)C |o1:28|